BrC=1C=C2C(=NC1)CC1(C(N(C3=NC=CC=C31)COCC[Si](C)(C)C)=O)C2 3-bromo-1'-((2-(trimethylsilyl)ethoxy)methyl)-5,7-dihydrospiro[cyclopenta[b]pyridine-6,3'-pyrrolo[2,3-b]pyridin]-2'(1'H)-one